CC(C(C)N1CCC(CC1)CC1=CC=2N(C=C1)N=CC2N2C(NC(CC2)=O)=O)C 1-(5-((1-(3-methylbutan-2-yl)piperidin-4-yl)methyl)pyrazolo[1,5-a]pyridin-3-yl)dihydropyrimidine-2,4(1H,3H)-dione